C(C)(C)N1N=C(C(=C1C)O)C1=C(C=CC=C1)S(=O)(=O)C(C)(C)C 1-isopropyl-3-(2-(tert-butylsulfonyl)phenyl)-5-methyl-pyrazole-4-ol